N-(2-hydroxyethyl)-2-((6-isopropylbenzo-[d]oxazol-2-yl)amino)-1-methyl-1H-benzo[d]-imidazole-5-carboxamide OCCNC(=O)C1=CC2=C(N(C(=N2)NC=2OC3=C(N2)C=CC(=C3)C(C)C)C)C=C1